(3-(5-Amino-4-methoxypyridin-3-yl)-1-methyl-1H-pyrazol-5-yl)dimethylphosphine oxide NC=1C(=C(C=NC1)C1=NN(C(=C1)P(C)(C)=O)C)OC